perfluorooctyldimethylchlorosilane FC([Si](Cl)(C(F)(F)F)C(C(C(C(C(C(C(C(F)(F)F)(F)F)(F)F)(F)F)(F)F)(F)F)(F)F)(F)F)(F)F